FC1=CC=C(CC2=C(C=CC=C2)O)C=C1 2-(4-fluorobenzyl)phenol